C(C)(C)(C)OC(C(C1=C2CC(OCC2=CC=C1)C(C)(C)OC)Br)=O 2-bromo-2-(3-(2-methoxyprop-2-yl)isochroman-5-yl)acetic acid tert-butyl ester